(R)-2-(4-(6-((4-cyano-2-fluorobenzyl)oxy)pyridin-2-yl)-2-fluorobenzyl)-1-(tetrahydrofuran-3-yl)-1H-benzo[d]imidazole-6-carboxylic acid C(#N)C1=CC(=C(COC2=CC=CC(=N2)C2=CC(=C(CC3=NC4=C(N3[C@H]3COCC3)C=C(C=C4)C(=O)O)C=C2)F)C=C1)F